(2S)-2-{[(benzyloxy)carbonyl]amino}-3-{4-[(tert-butoxycarbonyl)(methyl)amino]naphthalen-2-yl}propanoic acid C(C1=CC=CC=C1)OC(=O)N[C@H](C(=O)O)CC1=CC2=CC=CC=C2C(=C1)N(C)C(=O)OC(C)(C)C